C(C)(C)(C)OC(=O)NC1CCC(CC1)C(=O)O (1s,4s)-4-((tert-butoxycarbonyl)amino)-cyclohexane-1-carboxylic acid